OC(CC(=O)N)(C)C 3-hydroxy-3-methyl-butanamide